CC=1N(C2=CC=CC=C2C1C)C(C=1OC2=C(C1NS(=O)(=O)C1=CC=C(C=C1)C)C=CC=C2)C2=CC=C(C=C2)C (+)-N-(2-((2,3-Dimethyl-1H-indol-1-yl)(p-tolyl)methyl)benzofuran-3-yl)-4-methylbenzenesulfonamide